C(C1=CC=CC=C1)[C@H]1C[C@@H](CN1)C#N (3s,5r)-5-benzylpyrrolidine-3-carbonitrile